O-biotinyl-3'-deoxy-adenosine C(CCCC[C@@H]1SC[C@@H]2NC(=O)N[C@H]12)(=O)O[C@H]1[C@@H](O[C@@H](C1)CO)N1C=NC=2C(N)=NC=NC12